5-[5-(3,3-difluoroazetidin-1-yl)pyridin-2-yl]-N-(3-methanesulfonamidophenyl)-1-methylpyrrole-3-carboxamide FC1(CN(C1)C=1C=CC(=NC1)C1=CC(=CN1C)C(=O)NC1=CC(=CC=C1)NS(=O)(=O)C)F